O[C@@H]1CC[C@@]2([C@H]3C[C@@H]([C@@]4([C@H](CC[C@H]4[C@@H]3CC[C@@H]2C1)[C@@H](CCC(=O)O)C)C)O)C (4R)-4-[(3R,5R,8R,9S,10S,12S,13R,14S,17R)-3,12-dihydroxy-10,13-dimethyl-2,3,4,5,6,7,8,9,11,12,14,15,16,17-tetradecahydro-1H-cyclopenta[a]phenanthren-17-yl]pentanoic acid